CC([C@H](C(=O)O)NS(=O)(=O)C1=CC2=C(OC3=C2C=CC(=C3)N3C(OCC3)=O)C=C1)C (R)-3-methyl-2-(7-(2-oxooxazolidin-3-yl)dibenzo[b,d]furan-2-sulfonamido)butanoic acid